C(C)(C)(C)OC(N[C@@H]1CN(CC[C@H]1O)C1=NC(=NC=C1)C1=CN=C2N1C=C(C=C2)Cl)=O ((3R,4R)-1-(2-(6-chloroimidazo[1,2-a]pyridin-3-yl)pyrimidin-4-yl)-4-hydroxypiperidin-3-yl)carbamic acid tert-butyl ester